2-(4-methyl-1,2-dihydronaphthalen-2-yl)-1,3-dioxan-5-one CC1=CC(CC2=CC=CC=C12)C1OCC(CO1)=O